C(C)(C)(C)OC(NC(C(=O)NC(C(=O)N1CCC2(CC1)CN(C1=CC=CC=C12)S(=O)(=O)C)COCC1=CC=CC=C1)(C)C)=O (1-((3-(benzyloxy)-1-(1-(methylsulfonyl)spiro[indoline-3,4'-piperidin]-1'-yl)-1-oxopropan-2-yl)amino)-2-methyl-1-oxopropan-2-yl)carbamic acid tert-butyl ester